9-chloro-8-fluoro-N,N-dimethyl-5,6-dihydro-4H-pyrrolo[3,2,1-ij]quinolin-5-amine ClC1=C(C=C2CC(CN3C2=C1C=C3)N(C)C)F